NC=1C(=C(C=C2C=C(N=CC12)NC(OC1CC(C1)(O)C1CC1)=O)C1=C(C2=C(OCCN2)N=C1)C)F (1r,3r)-3-Cyclopropyl-3-hydroxycyclobutyl (8-amino-7-fluoro-6-(8-methyl-2,3-dihydro-1H-pyrido[2,3-b][1,4]oxazin-7-yl)isoquinolin-3-yl)carbamate